[4-Fluoro-3-(trifluoromethyl)phenyl]-2-[4-([1,2,4]triazolo[1,5-a]pyridin-7-yl)phenyl]acetamide FC1=C(C=C(C=C1)C(C(=O)N)C1=CC=C(C=C1)C1=CC=2N(C=C1)N=CN2)C(F)(F)F